N[13C@@H](CO)C(=O)O serine-13C